C1CCC2=CC(=CC=C12)C1(NC(=NC2=CC=C(C=C12)N)C1=CC2=CC=CC=C2C=C1)N 4-(2,3-dihydro-1H-indene-5-yl)-2-(naphthalen-2-yl)quinazoline-4,6-diamine